N-(4-(ethylsulfonyl)benzyl)-3-isopropyl-2-((4-(trifluoromethyl)cyclohexyl)methyl)-3H-imidazo[4,5-b]pyridine-6-carboxamide C(C)S(=O)(=O)C1=CC=C(CNC(=O)C=2C=C3C(=NC2)N(C(=N3)CC3CCC(CC3)C(F)(F)F)C(C)C)C=C1